1-cyclohexylamin C1(CCCCC1)N